dimethyl-amyl-amine stearate C(CCCCCCCCCCCCCCCCC)(=O)O.CN(CCCCC)C